NC1=C(C(=NC=2N1N=C(C2CC)C)NCCC2=NC(=CC=C2)C2(CC2)CO)C#N 7-amino-3-ethyl-5-((2-(6-(1-(hydroxymethyl)cyclopropyl)pyridin-2-yl)ethyl)amino)-2-methylpyrazolo[1,5-a]pyrimidine-6-carbonitrile